O([2H])C(C(=O)O)=CCCCCCCC hydroxy-d-decenoic acid